((5-(5-Fluoropyridin-2-yl)oxazol-2-yl)amino)-N'-hydroxypyridazin-3-carboxamidine FC=1C=CC(=NC1)C1=CN=C(O1)NC1=C(N=NC=C1)C(=NO)N